FC=1C=C(C=C2CC(CC12)CNCCC1CN(C(O1)=O)C1=NC2=C(OCC(N2)=O)N=C1)NC(=O)[C@@H]1NC[C@@H](C1)O (2R,4R)-N-[7-fluoro-2-[[2-[2-oxo-3-(3-oxo-4H-pyrazino[2,3-b][1,4]oxazin-6-yl)oxazolidin-5-yl]ethylamino]methyl]indan-5-yl]-4-hydroxy-pyrrolidine-2-carboxamide